2-(6-bromo-2-oxo-2,3-dihydro-1H-imidazo[4,5-b]pyridin-1-yl)-N-ethylacetamide BrC=1C=C2C(=NC1)NC(N2CC(=O)NCC)=O